N4-isopropyl-2-(methylthio)pyrimidine-4,5-diamine C(C)(C)NC1=NC(=NC=C1N)SC